methyl (R)-6-chloro-3-((1-(6-chloro-3-methyl-4-oxo-2-phenyl-3,4-dihydroquinazolin-8-yl)ethyl)amino)picolinate ClC1=CC=C(C(=N1)C(=O)OC)N[C@H](C)C=1C=C(C=C2C(N(C(=NC12)C1=CC=CC=C1)C)=O)Cl